C1=COC2=CC3=C(C=C21)C(=O)C=CO3 furanochromone